(S)-2-(6-(4,4,5,5-tetramethyl-1,3,2-dioxaborolane-2-yl)isochroman-8-yl)pyrrolidine-1-carboxylate CC1(OB(OC1(C)C)C=1C=C2CCOCC2=C(C1)[C@H]1N(CCC1)C(=O)[O-])C